N1N=C(C=C1)C1CCN(CC1)C=1C(=NC2=CC(=CC(=C2N1)[C@@H](C)NC1=C(C(=O)O)C=CC=C1)C)C#N (R)-2-((1-(3-(4-(1H-pyrazol-3-yl)-piperidin-1-yl)-2-cyano-7-methyl-quinoxalin-5-yl)ethyl)amino)benzoic acid